C(C=C)(=O)OCCCO[Si](OC)(OC)CCC acryloyloxyethylpropyltrimethoxysilane